C(C1=CC=CC=C1)OC(=O)N1C(C=CC12COCC2)C2=CC=1C(=NC=CC1NC=1C=CC3=C(N=CS3)C1)S2 (4-(benzo[d]thiazol-5-ylamino)thieno[2,3-b]pyridin-2-yl)-7-oxa-1-azaspiro[4.4]non-3-ene-1-carboxylic acid benzyl ester